Cl.C(C)OC1=CC=C(C=C1)NC1N(C(=NC(=N1)N)N1CCOCC1)C1=CC=C(C=C1)C N-(4-Ethoxyphenyl)-6-morpholine-4-yl-N1-p-tolyl-[1,3,5]triazine-2,4-diamine hydrochloride